CC(C)(C)C1=C(C(=CC(=C1)OCCCOCC1=CC=C(C=C1)C=C)N1N=C2C(=N1)C=CC(=C2)OC)O 2-(1,1-dimethylethyl)-4-[3-[(4-ethenyl-phenyl)methoxy]propoxy]-6-(5-methoxy-2H-benzotriazol-2-yl)-phenol